4-(benzo[b]thiophen-2-yl)-5-isopropylthiazol-2-amine S1C2=C(C=C1C=1N=C(SC1C(C)C)N)C=CC=C2